O1C=C(C=C1)C=1N=C(C2=C(N1)SC(=C2)C)NCCCC2=CC=C(C=C2)C=2N=CSC2 2-(furan-3-yl)-6-methyl-N-(3-[4-(1,3-thiazol-4-yl)phenyl]propyl)thieno[2,3-d]pyrimidin-4-amine